5-[(E)-prop-1-enyl]-1H-pyrimidin-6-one C(=C\C)/C1=CN=CNC1=O